5-(1-((1-(4-(5,7-dimethoxy-4-oxo-3,4-dihydroquinazolin-2-yl)phenyl)piperidin-4-yl)methyl)piperidin-4-yl)-2-(2,6-dioxopiperidin-3-yl)isoindoline-1,3-dione COC1=C2C(NC(=NC2=CC(=C1)OC)C1=CC=C(C=C1)N1CCC(CC1)CN1CCC(CC1)C=1C=C2C(N(C(C2=CC1)=O)C1C(NC(CC1)=O)=O)=O)=O